NC1=C(C=CC=C1)C=1N=NN(C1)CC(=O)N[C@H](C(=O)N(C)C1=CC=C(C=C1)OC)CC1=CC=CC=C1 (S)-2-(2-(4-(2-aminophenyl)-1H-1,2,3-triazol-1-yl)acetylamino)-N-(4-methoxyphenyl)-N-methyl-3-phenylpropionamide